1-octadecyl-2-(9Z,12Z,15Z-octadecatrienoyl)-glycero-3-phosphoserine CCCCCCCCCCCCCCCCCCOC[C@H](COP(=O)(O)OC[C@@H](C(=O)O)N)OC(=O)CCCCCCC/C=C\C/C=C\C/C=C\CC